(3S,4aS,8aS)-2-[(R)-3-(4-methoxybenzylamino)-2-hydroxypropyl]decahydroisoquinoline COC1=CC=C(CNC[C@H](CN2C[C@H]3CCCC[C@H]3CC2)O)C=C1